FC(C12CCC(CC1)(C2)C(=O)N2[C@@H]1CC[C@H]2C=2C=NC=C(C2OC1)C#N)(F)F (3R,6S)-11-(4-(trifluoromethyl)bicyclo[2.2.1]heptane-1-carbonyl)-3,4,5,6-tetrahydro-2H-3,6-epiminooxocino[3,2-c]pyridine-10-carbonitrile